(3aR,5r,6aS)-5-(6-chloro-1H-indazol-4-yl)-5-hydroxy-N-methylhexahydrocyclopenta[c]pyrrole-2(1H)-sulfonamide ClC1=CC(=C2C=NNC2=C1)C1(C[C@@H]2[C@@H](CN(C2)S(=O)(=O)NC)C1)O